nonafluoro-n-butanesulfonylbicyclo[2.2.1]hept-5-ene FC1(C2(C(C(C1(C(=C2F)F)F)(F)F)(F)F)S(=O)(=O)CCCC)F